FC(C=1C=C2C=NC=NC2=C(C1)O)(F)F 6-(trifluoromethyl)quinazolin-8-ol